N-(3-chloro-2,6-difluorobenzyl)-4-cyclopropyl-1,2,3-thiadiazole-5-carboxamide ClC=1C(=C(CNC(=O)C2=C(N=NS2)C2CC2)C(=CC1)F)F